[Cl-].C[NH+](CCCCCCCCCCCCCCCCCC)C N,N-dimethyl-N-octadecyl-ammonium chloride